benzyl (S)-3-((4-(ethylsulfonyl)benzyl)carbamoyl)-7-isopropyl-5,7-dihydro-6H-pyrrolo[3,4-b]pyridine-6-carboxylate C(C)S(=O)(=O)C1=CC=C(CNC(=O)C=2C=C3C(=NC2)[C@@H](N(C3)C(=O)OCC3=CC=CC=C3)C(C)C)C=C1